N-(4-{[6-cyano-7-(2-morpholinoethoxy)quinolin-4-yl]oxy}-3-fluorophenyl)-5-(4-fluorophenyl)-6-oxo-2,3,5,6-tetrahydrofuro[3,2-c]pyridine-7-carboxamide C(#N)C=1C=C2C(=CC=NC2=CC1OCCN1CCOCC1)OC1=C(C=C(C=C1)NC(=O)C1=C2C(=CN(C1=O)C1=CC=C(C=C1)F)CCO2)F